Ammonium Stearat C(CCCCCCCCCCCCCCCCC)(=O)[O-].[NH4+]